BrCC1=NC(=CC(=C1)OCCCNC(OC(C)(C)C)=O)CBr Tert-butyl (3-((2,6-bis(bromomethyl)pyridin-4-yl)oxy)propyl)carbamate